N-((1S,2R)-2-Acetamidocyclopentyl)-5-(2-methyl-4-phenoxyphenyl)-4-oxo-4,5-dihydro-3H-1-thia-3,5,8-triazaacenaphthylene-2-carboxamide C(C)(=O)N[C@H]1[C@H](CCC1)NC(=O)C=1SC=2N=CC=C3N(C(NC1C23)=O)C2=C(C=C(C=C2)OC2=CC=CC=C2)C